NC=1NC2=C(N1)C=CC=C2C2=C(C(=C(C=C2)S(=O)(=O)[C@@H](CNC(OC(C)(C)C)=O)C)S(N(CC2=CC=C(C=C2)OC)CC2=CC=C(C=C2)OC)(=O)=O)C=2N=NN(N2)CC2=CC=C(C=C2)OC tert-butyl (R)-2-(4-(2-amino-3H-benzo[d]imidazol-4-yl)-2-(N,N-bis(4-methoxybenzyl)sulfamoyl)-3-(2-(4-methoxybenzyl)-2H-tetrazol-5-yl)phenylsulfonyl)propylcarbamate